3-chloro-5-(2,6-difluorophenyl)-9-(3,3-difluoropyrrolidin-1-yl)-6H-pyrazolo[1,5-a][1,3,5]benzotriazepine ClC=1C=NN2C1N=C(NC1=C2C=C(C=C1)N1CC(CC1)(F)F)C1=C(C=CC=C1F)F